indolinespiropyrane isopropyl-dicarbonate L-lysine salt N[C@@H](CCCCN)C(=O)O.C(C)(C)OC(=O)OC(=O)O.O1C2(C=CC=C1)NC1=CC=CC=C1C2